3-(4-(4-(2-(2-Aminopyridin-3-yl)-5-phenyl-3H-imidazo[4,5-b]pyridin-3-yl)benzyl)piperazine-1-carbonyl)picolinonitrile NC1=NC=CC=C1C1=NC=2C(=NC(=CC2)C2=CC=CC=C2)N1C1=CC=C(CN2CCN(CC2)C(=O)C=2C(=NC=CC2)C#N)C=C1